C(C)(C)(C)C1=CC=C(C=C1)N(C(=O)[C@@H]1N(C[C@@H](C1)O)C(=O)OC(C)(C)C)C(C(=O)NC1CCCCC1)C=1C=NC=C(C1)Cl (2R,4R)-tert-butyl 2-((4-(tert-butyl)phenyl)(1-(5-chloropyridin-3-yl)-2-(cyclohexylamino)-2-oxoethyl)carbamoyl)-4-hydroxypyrrolidine-1-carboxylate